(R,S)-3-hydroxy-1-methyl-3-(2-(3-(4,4,5,5-tetramethyl-1,3,2-dioxaborolan-2-yl)phenyl)oxazol-4-yl)pyrrolidin-2-one O[C@@]1(C(N(CC1)C)=O)C=1N=C(OC1)C1=CC(=CC=C1)B1OC(C(O1)(C)C)(C)C